CNC1CC(C1)C=1C=C(C=CC1)C N-methyl-3-(m-tolyl)cyclobutan-1-amine